(1S,2S)-N-[8-amino-6-[4-(difluoromethyl)-3-pyridyl]-2,7-naphthyridin-3-yl]-2-fluoro-cyclopropanecarboxamide NC=1N=C(C=C2C=C(N=CC12)NC(=O)[C@H]1[C@H](C1)F)C=1C=NC=CC1C(F)F